ClC=1C=C(C=NC1)O[C@@H]1C[C@H](C1)N1N=C2N(C1=O)[C@@H](CC2)C2=CC(=CC(=C2)F)F (5S)-2-{trans-3-[(5-chloropyridin-3-yl)oxy]cyclobutyl}-5-(3,5-difluorophenyl)-2,5,6,7-tetrahydro-3H-pyrrolo[2,1-c][1,2,4]triazol-3-one